CC(=CC=CCC)CCC=C(C)C 6,10-dimethyl-3,5,9-undecanetriene